OCC[C@H]1[C@](CC[C@H]2C(CCC[C@]12C)(C)C)(O)C |r| (1RS,2SR,4aSR,8aSR)-1-(2-hydroxyethyl)-2,5,5,8a-tetramethyldecahydronaphthalen-2-ol